(2-((2r,3s,4s,5s,6r)-6-(4-(3-(hex-5-yn-1-yl)ureido)-3-methylphenoxy)-3,4,5-trihydroxytetrahydro-2H-pyran-2-yl)ethyl)phosphonic acid C(CCCC#C)NC(NC1=C(C=C(O[C@@H]2[C@H]([C@H]([C@@H]([C@H](O2)CCP(O)(O)=O)O)O)O)C=C1)C)=O